N1SCCC12CN(CCC2)C(=O)[O-] 2-thia-1,7-diazaspiro[4.5]decane-7-carboxylate